3-mercapto-3-methyl-hexanol SC(CCO)(CCC)C